(3R,8R*)-N-(2-Bromo-3-fluoropyridin-4-yl)-8-(cyanomethyl)-11,11-difluoro-8-hydroxy-3-methyl-3,4,8,9,10,11-hexahydro-1H-pyrido[4',3':3,4]pyrazolo[1,5-a]azepine-2(7H)-carboxamide BrC1=NC=CC(=C1F)NC(=O)N1CC=2C(=NN3C2C(CC[C@@](C3)(O)CC#N)(F)F)C[C@H]1C |o1:21|